C(C)(C)N[Si]1(O[SiH](O[SiH](O[SiH](O1)C)C)C)C isopropylamino-2,4,6,8-tetramethylcyclotetrasiloxane